7,8-dichloro-1,6-dimethyl-10-(((1-((2-(trimethylsilyl)ethoxy)methyl)-1H-imidazol-4-yl)methyl)amino)-3,4,5,6-tetrahydroazepino[4,5-b]indol-2(1H)-one ClC1=C(C=C(C=2C3=C(N(C12)C)CCNC(C3C)=O)NCC=3N=CN(C3)COCC[Si](C)(C)C)Cl